bromine Bromoethane BrCC.[Br]